N1(CCC1)C=1C=C2C=CN=C(C2=CC1OC)NC1=CC=C(C=C1)S(=O)(=O)C 6-(azetidin-1-yl)-7-methoxy-N-(4-methylsulfonylphenyl)isoquinolin-1-amine